1,2-Ethylendiamin C(CN)N